3-(3-Cyano-4-fluorophenyl)-1-(8-fluoro-3-methyl-6-oxo-1,2,3,4,5,6-hexahydrobenzo[c][1,7]naphthyridin-1-yl)-1-methylurea C(#N)C=1C=C(C=CC1F)NC(N(C)C1C=2C3=C(C(NC2CN(C1)C)=O)C=C(C=C3)F)=O